monoacetic anhydride C(C)(=O)OC(C)=O